triacetyl-ethyl-borohydride C(C)(=O)[B-](CC)(C(C)=O)C(C)=O